2-[(2E)-2-(aminomethyl)-3-fluoroprop-2-en-1-yl]-4-(2-{5-[4-(piperazin-1-yl)phenyl]thiophen-2-yl}ethyl)-2,4-dihydro-3H-1,2,4-triazol-3-one NC/C(/CN1N=CN(C1=O)CCC=1SC(=CC1)C1=CC=C(C=C1)N1CCNCC1)=C\F